C[C@@H]1NCCCC[C@H]1C1=CC=2C(=NC=CC2NC=2C=CC3=C(N=CS3)C2)S1 N-(2-((2S,3R)-2-methylazepan-3-yl)thieno[2,3-b]pyridin-4-yl)benzo[d]thiazol-5-amine